1,2,3-cyclopropanetriylidenetris[2,6-dichloro-3,5-difluoro-4-(trifluoromethyl)phenylacetonitrile] C1(C(C1=C(C#N)C1=C(C(=C(C(=C1Cl)F)C(F)(F)F)F)Cl)=C(C#N)C1=C(C(=C(C(=C1Cl)F)C(F)(F)F)F)Cl)=C(C#N)C1=C(C(=C(C(=C1Cl)F)C(F)(F)F)F)Cl